BrC1=C(C(=NC=C1)I)CCN(C(OC(C)(C)C)=O)C(=O)OC(C)(C)C tert-butyl (2-(4-bromo-2-iodopyridin-3-yl)ethyl)(tert-butoxycarbonyl)carbamate